(4-methyl-3-(pyridazin-3-yl)phenyl)-1-(pyrimidin-2-yl)-4-(trifluoromethyl)pyrrolidine-2-carboxamide CC1=C(C=C(C=C1)C1(N(CC(C1)C(F)(F)F)C1=NC=CC=N1)C(=O)N)C=1N=NC=CC1